CNC1=NC(=O)N(C=N1)[C@H]2[C@@H]([C@@H]([C@H](O2)CO)O)O N4-methyl-5-azacytidine